3,4-dihydroxyphenyl-N-benzyl-N-methylaminoketone OC=1C=C(C=CC1O)CN(CC1=CC=CC=C1)C(=O)N(CC1=CC=CC=C1)CC1=CC(=C(C=C1)O)O